7-(4,4-difluoropiperidin-1-yl)-N-(4-(2,6-dioxopiperidin-3-yl)phenyl)heptylamide FC1(CCN(CC1)C(CCCCCC[NH-])C1=CC=C(C=C1)C1C(NC(CC1)=O)=O)F